[I-].S1C2=C(C=C1)C(=CC=C2)N2CC[N+](CC2)(COC(=O)N2CCCCC2)CCCCOC2=CC=C1C=CC(NC1=C2)=O 4-(benzo[b]thiophen-4-yl)-1-(4-((2-oxo-1,2-dihydroquinolin-7-yl)oxy)butyl)-1-(((piperidine-1-carbonyl)oxy)methyl)piperazin-1-ium iodide